(3-fluoro-4-((2-methyl-pyridin-4-yl)oxy)phenyl)methanol FC=1C=C(C=CC1OC1=CC(=NC=C1)C)CO